bis(imidazol-1-yl)methanethione N1(C=NC=C1)C(=S)N1C=NC=C1